CC1=C(C=C(C=C1)C1=C(C=2CC3=CC=CC=C3C2C=C1)C1=CC(=C(C=C1)C)N)N bis(4-methyl-3-aminophenyl)fluorene